2-bromo-6,7-dihydro-5H-thieno[3,2-c]pyridin-4-one BrC1=CC=2C(NCCC2S1)=O